C1(CCC1)NC1=NC(=NC=C1C)NC1=CC2=C(B(OC2)O)C=C1 5-((4-(cyclobutylamino)-5-methylpyrimidin-2-yl)amino)benzo[c][1,2]oxaborole-1(3H)-ol